4-amino-1-((2R,3R,4R,5R)-5-(((tert-butyldimethylsilyl)oxy)methyl)-3-fluoro-4-((2-sulfido-1,3,2-dithiaphospholan-2-yl)oxy)tetrahydrofuran-2-yl)pyrimidin-2(1H)-one NC1=NC(N(C=C1)[C@@H]1O[C@@H]([C@H]([C@H]1F)OP1(SCCS1)=S)CO[Si](C)(C)C(C)(C)C)=O